N1(CCC1)C1=CC=C(C=N1)[C@H](C)N1N=NC(=C1)C(=O)N[C@@H]1C[C@@H](C1)C1=C(C=CC(=C1)Cl)C#N 1-((S)-1-(6-(Azetidin-1-yl)pyridin-3-yl)ethyl)-N-((cis)-3-(5-chloro-2-cyanophenyl)cyclobutyl)-1,2,3-triazole-4-carboxamide